C(C)(C)(C)[Sn](N(C(C)=O)C)(N(C(C)=O)C)N(C(C)=O)C tert-butyl-tris(N-methylacetamido)tin (IV)